4-(((6-chloro-2-(trifluoromethyl)quinolin-4-yl)amino)methyl)-4-phenylpyrrolidin-2-one ClC=1C=C2C(=CC(=NC2=CC1)C(F)(F)F)NCC1(CC(NC1)=O)C1=CC=CC=C1